Boc-Amin C(=O)(OC(C)(C)C)N